C1(CC1)OC1=C(N)C=C(C=C1)N1CC2(CC(C2)=O)C1 2-cyclopropoxy-5-(2-oxo-6-azaspiro[3.3]heptane-6-yl)aniline